4-chloro-5-ethyl-N1-(2-(p-tolyloxy)ethyl)benzene-1,2-diamine ClC=1C=C(C(=CC1CC)NCCOC1=CC=C(C=C1)C)N